C(C1=CC=CC=C1)NC=1C=2C=NN(C2C=CC1C)C1OCCCC1 N-benzyl-5-methyl-1-(tetrahydro-2H-pyran-2-yl)-1H-indazol-4-amine